C(C)(=O)OC(C(=O)NC1CC1)[C@H](C[C@H]1C(NC2(CC2)C1)=O)NC(=O)OC(C)(C)C |o1:13| (3S)-3-((tert-butoxycarbonyl)amino)-1-(cyclopropylamino)-1-oxo-4-((R*)-5-oxo-4-azaspiro[2.4]heptan-6-yl)butan-2-yl acetate